2-Amino-N-[4-fluoro-5-[(1-fluorocyclopropyl)methylcarbamoyl]-2-methylphenyl]-1,3-thiazole-5-carboxamide NC=1SC(=CN1)C(=O)NC1=C(C=C(C(=C1)C(NCC1(CC1)F)=O)F)C